C1(CC1)C=1C(=NON1)C(=O)N[C@H](C(NC1=NC=CC(=C1)[C@@H](C)N1C(N[C@@H](C1)C(F)(F)F)=O)=O)C1CCC(CC1)C 4-cyclopropyl-N-((S)-1-((1r,4S)-4-methylcyclohexyl)-2-oxo-2-((4-((R)-1-((S)-2-oxo-4-(trifluoromethyl)imidazolidin-1-yl)ethyl)pyridin-2-yl)amino)ethyl)-1,2,5-oxadiazole-3-carboxamide